N-(3-cyano-4-methyl-1H-indol-7-yl)-1-methylsulfonyl-pyrazole-4-sulfonamide C(#N)C1=CNC2=C(C=CC(=C12)C)NS(=O)(=O)C=1C=NN(C1)S(=O)(=O)C